C(#N)C1=C(C(=CC=C1)F)B(O)O (2-cyano-6-fluorophenyl)boronic acid